4-(5-[4-(2-methoxyethoxy)phenyl]thiophen-2-ylmethyl)-2,4-dihydro-3H-1,2,4-triazol-3-one hydrochloride Cl.COCCOC1=CC=C(C=C1)C1=CC=C(S1)CN1C(NN=C1)=O